N1(CCC1)C1=CC2=C(C=C(O2)C(=O)NS(=O)(=O)C2=C(SC=C2CC)C)C(=C1)F 6-(Azetidin-1-yl)-N-(4-ethyl-2-methylthiophene-3-sulfonyl)-4-fluoro-1-benzofuran-2-carboxamide